4-butyl-iodonium CCCC[IH+]